N-[3-[2-(difluoromethoxy)-5-[3-fluoro-5-(3-hydroxy-1-methyl-azetidin-3-yl)phenoxy]phenyl]-1-methyl-pyrazol-4-yl]pyrazolo[1,5-a]pyrimidine-3-carboxamide FC(OC1=C(C=C(C=C1)OC1=CC(=CC(=C1)C1(CN(C1)C)O)F)C1=NN(C=C1NC(=O)C=1C=NN2C1N=CC=C2)C)F